N-(bis(2-(trifluoromethyl)phenyl)phosphaneyl)-N-isopropyl-1,1-bis(3-(tributylsilyl)phenyl)phosphanamine FC(C1=C(C=CC=C1)P(N(P(C1=CC(=CC=C1)[Si](CCCC)(CCCC)CCCC)C1=CC(=CC=C1)[Si](CCCC)(CCCC)CCCC)C(C)C)C1=C(C=CC=C1)C(F)(F)F)(F)F